FC(CN1N=CC(=C1)C=1C=CC(=C(NC2=NNC3=CC(=CC=C23)[C@@H]2C[C@@]23C(NC2=CC=C(C=C32)OC)=O)C1)OC)F (1R,2S)-2-(3-{5-[1-(2,2-difluoroethyl)-1H-pyrazol-4-yl]-2-methoxyanilino}-1H-indazol-6-yl)-5'-methoxyspiro[cyclopropane-1,3'-indol]-2'(1'H)-one